FC(OC1=NC=CC(=C1)CNC(=O)NC1=CC(=CC=C1)CF)F 1-[[2-(difluoro-methoxy)pyridin-4-yl]methyl]-3-[3-(fluoromethyl)phenyl]urea